1H-pyrrolo[2,3-d]pyrimidine-6-carbonitrile N1C=NC=C2C1=NC(=C2)C#N